2-dimethylamino-3-cyanomethyl-1,6-dihydropyrimidinium CN(C1[NH2+]CC=CN1CC#N)C